1-((2-((5-(pyridin-4-yl)-thiazolo[5,4-b]pyridin-2-yl)amino)pyridin-4-yl)-methyl)pyrrolidin-2-one N1=CC=C(C=C1)C1=CC=C2C(=N1)SC(=N2)NC2=NC=CC(=C2)CN2C(CCC2)=O